2-ethoxy-7-isopropyl-8-[3-fluoro-4-cyano-5-ethoxyphenyl]-3H-pyrazolo[1,5-a][1,3,5]triazin-4-one C(C)OC1=NC=2N(C(N1)=O)N=C(C2C2=CC(=C(C(=C2)OCC)C#N)F)C(C)C